N1=C(C=CC=C1)[C@H](C)N1C(C=C(C=C1)C=1N=C(N2C1C=CC=C2)C2=CC=C(C=C2)C(F)(F)F)=O (S)-1-(1-(pyridin-2-yl)ethyl)-4-(3-(4-(trifluoromethyl)phenyl)imidazo[1,5-a]pyridin-1-yl)pyridin-2(1H)-one